ClC=1C=C(C=NC1C(F)(F)F)[C@H](NC(=O)N1[C@@H](C(NCC1)=O)C)C1=CC(=C(C=C1)OC(F)(F)F)F |o1:11| (2R)-N-((R or S)-(5-chloro-6-(trifluoro-methyl)pyridin-3-yl)(3-fluoro-4-(trifluoromethoxy)phenyl)methyl)-2-methyl-3-oxopiperazine-1-carboxamide